C(CCC(=O)O)(=O)O.N[C@@H](CCCCN)C(=O)O lysine succinate salt